C(C)(C)(C)OC(NC(C)(C)C(N[C@@H](C(=O)N1CC=2C(CC1)=NN(C2C2=CC=CC=C2)C)COCC2=CC=CC=C2)=O)=O N-(1-{[(2R)-3-(benzyloxy)-1-{2-methyl-3-phenyl-4H,6H,7H-pyrazolo[4,3-c]pyridin-5-yl}-1-oxopropan-2-yl]carbamoyl}-1-methylethyl)carbamic acid tert-butyl ester